2-(2-hydroxyphenyl)-1,2,3-triazole OC1=C(C=CC=C1)N1N=CC=N1